tetradecane-7-yne-6,9-diol CCCCCC(C#CC(CCCCC)O)O